C(C)OC(=O)C=1C=NN2C1SC(=C2)C=2C(=NC=CC2)O 2-(2-Hydroxypyridin-3-yl)pyrazolo[5,1-b]thiazole-7-carboxylic acid ethyl ester